FC1=C(C(=CC=2CC[C@H](CC12)NCCC(CO)(C)C)O)N1CC(NS1(=O)=O)=O 5-{(7R)-1-fluoro-3-hydroxy-7-[(4-hydroxy-3,3-dimethylbutyl)amino]-5,6,7,8-tetrahydronaphthalen-2-yl}-1λ6,2,5-thiadiazolidin-1,1,3-trione